D-pyroglutamic acid N1[C@H](CCC1=O)C(=O)O